N-[3-Fluoro-4-[(6-methoxy-1,5-naphthyridin-4-yl)oxy]phenyl]-4-(4-fluoro-2-methylphenyl)-5-methyl-3-oxopyrazine-2-carboxamide FC=1C=C(C=CC1OC1=CC=NC2=CC=C(N=C12)OC)NC(=O)C1=NC=C(N(C1=O)C1=C(C=C(C=C1)F)C)C